[B].[Ti].[Sr] strontium-titanium-boron